ClC1=C(C=C(C=C1)[C@@H]1N(OCC1)C1=CC(=NC=N1)NC=1C(=CC(=C(C1)NC(C=C)=O)N1CCC(CC1)N1C[C@@H](O[C@@H](C1)C)C)OC)F N-(5-((6-((R)-3-(4-chloro-3-fluorophenyl)isoxazolidine-2-yl)pyrimidine-4-yl)amino)-2-(4-((2S,6R)-2,6-dimethylmorpholino)piperidine-1-yl)-4-methoxyphenyl)acrylamide